OC[C@@H](CC(C)C)NC1=NC(=NC(=N1)CC(C)C=1C=NC(=C(C1)C)OC)NS(=O)(=O)C N-(4-(((R)-1-Hydroxy-4-methylpentan-2-yl)amino)-6-(2-(6-methoxy-5-methylpyridin-3-yl)propyl)-1,3,5-triazin-2-yl)methanesulfonamide